N-[2-[2-[2-[2-[2-(7-methylsulfonyl-2-oxo-4H-pyrimido[4,5-d][1,3]oxazin-1-yl)ethoxy]ethoxy]ethoxy]ethoxy]ethyl]-4-nitro-benzenesulfonamide CS(=O)(=O)C=1N=CC2=C(N(C(OC2)=O)CCOCCOCCOCCOCCNS(=O)(=O)C2=CC=C(C=C2)[N+](=O)[O-])N1